BrC=1C=C2C(=CN1)N(N=C2C=2C=CC(=C(C2)O)N2C[C@@H]1COCCN1CC2)COCC[Si](C)(C)C (R)-5-(5-bromo-1-((2-(trimethylsilyl)ethoxy)methyl)-1H-pyrazolo[3,4-c]pyridin-3-yl)-2-(hexahydropyrazino[2,1-c][1,4]oxazin-8(1H)-yl)phenol